FCCCN1CCC(CC1)C=1N=CC(=NC1)C1=NNC(=C1C(C)C)C=1C=C(C=2N(C1)N=CN2)OC 6-(3-(5-(1-(3-fluoropropyl)piperidin-4-yl)pyrazin-2-yl)-4-isopropyl-1H-pyrazol-5-yl)-8-methoxy-[1,2,4]triazolo[1,5-a]pyridine